CN([C@H]1CN(CC1)C1=C(C=C(C(=C1)OC)NC1=NC=NC(=C1)N1OCC[C@@H]1C1=CC(=CC=C1)C#C)NC(C=C)=O)C N-(2-((R)-3-(dimethylamino)pyrrolidine-1-yl)-5-((6-((R)-3-(3-ethynylphenyl)isoxazolidine-2-yl)pyrimidine-4-yl)amino)-4-methoxyphenyl)acrylamide